4-[2-(4-methoxyphenyl)-4-oxo-thiazolidin-3-yl]-3-methyl-benzoic acid COC1=CC=C(C=C1)C1SCC(N1C1=C(C=C(C(=O)O)C=C1)C)=O